methylcyclohexane-1,2-dicarboxylic anhydride CC12C(CCCC1)C(=O)OC2=O